CO[C@@H]1[C@]2(C)[C@@H](CC1)[C@@H]1CC[C@H]3CC(CC[C@]3(COC)[C@H]1CC2)=O (5a,17β)-17,19-Dimethoxyandrostan-3-one